O1C=2N(CC1=[Se])C=CN2 imidazo[2,1-b]oxazoleselon